C(C(=C)C)(=O)OCCCN1C(CCC1)=O N-(3-methacryloyloxypropyl)pyrrolidone